(1-(5-fluoropyridin-2-yl)azetidin-3-yl)methanone FC=1C=CC(=NC1)N1CC(C1)C=O